tert-butyl ((3R)-1-(6-(1-(4-(6-bromopyrazin-2-yl)-1H-1,2,3-triazol-1-yl)ethyl)pyridin-3-yl)piperidin-3-yl)(cyclobutylmethyl)carbamate BrC1=CN=CC(=N1)C=1N=NN(C1)C(C)C1=CC=C(C=N1)N1C[C@@H](CCC1)N(C(OC(C)(C)C)=O)CC1CCC1